Dec-7-en-8-yl trifluoromethanesulfonate FC(S(=O)(=O)OC(=CCCCCCC)CC)(F)F